N=C(C(=O)OC)CC(=O)OC dimethyl iminosuccinate